Vinylmethyldiacetoxy-silan C(=C)C[SiH](OC(C)=O)OC(C)=O